O(I)I.[Ga].[Na] sodium gallium oxyiodide